1-(1-(5,7-difluoro-3-methylbenzofuran-2-yl)-2,2,2-trifluoroethyl)-3-(2-(((S)-1-hydroxypropan-2-yl)amino)pyrimidin-5-yl)urea FC=1C=C(C2=C(C(=C(O2)C(C(F)(F)F)NC(=O)NC=2C=NC(=NC2)N[C@H](CO)C)C)C1)F